2,2-dimethyl-N'-(tricyclo[6.2.0.03,6]deca-1,3(6),7-trien-2-ylcarbamoyl)-2,3-dihydropyrazolo[5,1-b]oxazole-7-sulfonimidamide CC1(CN2C(O1)=C(C=N2)S(=O)(N)=NC(NC2=C1CCC1=CC=1CCC21)=O)C